N(=C=O)CS(=O)(=O)C1=CC=C(C=C1)C 1-(isocyanatomethanesulfonyl)-4-methylbenzene